ClC1=CC(=NC=N1)NN (6-chloropyrimidin-4-yl)hydrazine